ClC1=C2N(C(C(=C1)NC1=CC(=NC=N1)NC(OC(C)(C)C)=O)=O)C1(CCN(CC1)C)NC2=O tert-butyl N-[6-[(8-chloro-1'-methyl-1,5-dioxo-spiro[2H-imidazo[1,5-a]pyridine-3,4'-piperidine]-6-yl)amino]pyrimidin-4-yl]carbamate